aminothionate NS(=O)[O-]